1-sulfonyl-4-(2-methyltelluro-propyl)benzene S(=O)(=O)=C1CC=C(C=C1)CC(C)[Te]C